ClC1=C(C(=C(N=N1)C1=CC=CC2=C1N=C(S2)N)C2CC2)C (6-chloro-4-cyclopropyl-5-methylpyridazin-3-yl)-1,3-benzothiazol-2-amine